C1(=CC=CC=C1)C1C(NC(N1C1=CC2=C(NC=N2)C=C1)=O)=O 5-phenyl-1-(1H-benzo[d]imidazol-5-yl)imidazolidine-2,4-dione